4-(spiro[4.5]decan-8-yloxy)-1H-1,2,3-triazole C1CCCC12CCC(CC2)OC=2N=NNC2